(R)-(4-Chlorophenyl)(3-(6-methoxybenzo[d]thiazol-2-yl)-8-methyl-5,6-dihydro-[1,2,4]triazolo[4,3-a]pyrazin-7(8H)-yl)methanone ClC1=CC=C(C=C1)C(=O)N1[C@@H](C=2N(CC1)C(=NN2)C=2SC1=C(N2)C=CC(=C1)OC)C